COC=1C(C(=C(C(C1OC)=O)CCCCCCCCCC(=O)OOC1=CC=C(C=C1)C(N)=S)C)=O (4-carbamothioylphenoxy) 10-(4,5-dimethoxy-2-methyl-3,6-dioxocyclohexa-1,4-dien-1-yl)decanoate